FC(C#N)C1CCC(CC1)C1=NN(C=N1)C1=CC=C(C=C1)OC(F)(F)F 2-fluoro-2-(4-(1-(4-(trifluoromethoxy)phenyl)-1H-1,2,4-triazol-3-yl)cyclohexyl)acetonitrile